The molecule is a 3-oxo-5beta-steroid formed from corticosterone by reduction across the C4-C5 double bond. It has a role as a human xenobiotic metabolite and a mouse metabolite. It is a 21-hydroxy steroid, a 20-oxo steroid, an 11beta-hydroxy steroid, a 3-oxo-5beta-steroid and a primary alpha-hydroxy ketone. It derives from a corticosterone. It derives from a hydride of a pregnane. C[C@]12CCC(=O)C[C@H]1CC[C@@H]3[C@@H]2[C@H](C[C@]4([C@H]3CC[C@@H]4C(=O)CO)C)O